BrC=1C=CC=C2C(=NC(=NC12)Cl)N 8-Bromo-2-chloroquinazolin-4-amine